2-nitro-para-phenylenediamine [N+](=O)([O-])C1=C(C=CC(=C1)N)N